7-bromo-1-isopropyl-3-(2-((triisopropylsilyl)oxy)ethyl)cinnolin-4(1H)-one BrC1=CC=C2C(C(=NN(C2=C1)C(C)C)CCO[Si](C(C)C)(C(C)C)C(C)C)=O